C1=CC=CC=2C3=CC=CC=C3C(C12)COC(=O)N[C@@H](C(C)C)C(=O)OCC=C Allyl (((9H-fluoren-9-yl)methoxy)carbonyl)-L-valinate